3-(4,6-difluoro-5-(1-isopentylpiperidin-4-yl)-1-oxoisoindolin-2-yl)piperidine-2,6-dione FC1=C2CN(C(C2=CC(=C1C1CCN(CC1)CCC(C)C)F)=O)C1C(NC(CC1)=O)=O